N-((4-methyl-3-(4-(trifluoromethyl)phenyl)-4,5,6,7-tetrahydropyrazolo[1,5-a]pyrimidin-6-yl)methyl)acrylamide CN1C=2N(CC(C1)CNC(C=C)=O)N=CC2C2=CC=C(C=C2)C(F)(F)F